C(C1=CC=CC=C1)S(=O)(=O)C1=C(C(=O)O)C=CC=C1 2-benzylsulfonyl-benzoic acid